N1N=NN=C1C=1C=C(N)C=CC1 3-(1H-tetrazole-5-yl)aniline